1-(4-(8-((2-methoxy-5-methyl-4-((1-methyl-1H-benzo[d]imidazol-5-yl)oxy)phenyl)amino)pyrimido[5,4-d]pyrimidin-2-yl)piperazin-1-yl)prop-2-en-1-one 2,2,2-trifluoroacetate FC(C(=O)O)(F)F.COC1=C(C=C(C(=C1)OC1=CC2=C(N(C=N2)C)C=C1)C)NC1=NC=NC2=C1N=C(N=C2)N2CCN(CC2)C(C=C)=O